C(C)(C)N(CCC(=O)O)C 3-(ISOPROPYL-METHYL-AMINO)-PROPIONIC ACID